3-tetradecen CCC=CCCCCCCCCCC